4-[(2R)-3-(3,4-dihydro-1H-isoquinolin-2-yl)-2-hydroxy-propyl]-8-isobutyl-2,3-dihydro-1,4-benzoxazepin-5-one C1N(CCC2=CC=CC=C12)C[C@H](CN1CCOC2=C(C1=O)C=CC(=C2)CC(C)C)O